ClC1=NC2=CC(=C(C=C2C(=N1)N[C@H](C)C1=CC(=CS1)C1=C(CN(C(OC(C)(C)C)=O)C)C=CC=C1)OC)OC tert-butyl (R)-(2-(5-(1-((2-chloro-6,7-dimethoxyquinazolin-4-yl)amino)ethyl)thiophen-3-yl)benzyl)(methyl)carbamate